CC1=NOC(=C1C1=CC2=C(N(C(=N2)CCC2=CC=C(OCCNC(CCCC)=O)C=C2)CCN2CCOCC2)C=C1)C N-(2-(4-(2-(5-(3,5-dimethylisoxazol-4-yl)-1-(2-morpholinoethyl)-1H-benzo[d]imidazol-2-yl)ethyl)phenoxy)ethyl)pentanamide